2,6-bis(2,7-dimethyl-9H-carbazol-9-yl)-4-(4,6-diphenylpyrimidin-2-yl)benzonitrile CC1=CC=2N(C3=CC(=CC=C3C2C=C1)C)C1=C(C#N)C(=CC(=C1)C1=NC(=CC(=N1)C1=CC=CC=C1)C1=CC=CC=C1)N1C2=CC(=CC=C2C=2C=CC(=CC12)C)C